BrC=1C=C(C=C(C1OCC(C)C)C#N)C=1SC(=C(N1)C)C(=O)OCC ethyl 2-(3-bromo-5-cyano-4-isobutoxyphenyl)-4-methylthiazole-5-carboxylate